ClC=1C=C(C=C(C1OC1=CC=C2C(=N1)C(=CN2)I)Cl)/N=C/N(C)C (E)-N'-[3,5-dichloro-4-([3-iodo-1H-pyrrolo[3,2-b]pyridin-5-yl]oxy)phenyl]-N,N-dimethyl-methanimidamide